C[C@H]1[C@H]([C@H]([C@@H]([C@@H](O1)O[C@@H]2[C@H](O[C@H]([C@@H]([C@H]2O[C@H]3[C@@H]([C@H]([C@H]([C@H](O3)CO)O)O)O)NC(=O)C)O[C@H]4[C@H]([C@H](O[C@H]([C@@H]4O)O[C@@H]5[C@H](OC([C@@H]([C@H]5O)O)O)CO)CO[C@H]6[C@@H]([C@H]([C@@H]([C@H](O6)CO)O[C@H]7[C@@H]([C@H]([C@H]([C@H](O7)CO)O)O)O)O[C@H]8[C@H]([C@@H]([C@@H]([C@@H](O8)C)O)O)O)NC(=O)C)O)CO)O)O)O The molecule is a branched amino octasaccharide consisting of a beta-D-galactosyl-(1->4)-D-glucose moiety with the galactosyl residue having an alpha-L-fucosyl-(1->3)-[beta-D-galactosyl-(1->3)]-N-acetyl-beta-D-glucosaminyl group attached at the 3-position and an alpha-L-fucosyl-(1->3)-[beta-D-galactosyl-(1->4)]-N-acetyl-beta-D-glucosaminyl group at the 6-position. It is a glucosamine oligosaccharide and an amino octasaccharide.